FC(COC=1C=CC(=NC1)[N+](=O)[O-])F 5-(2,2-difluoroethoxy)-2-nitropyridine